2-([(3-ACETYLPHENYL)CARBAMOYL]AMINO)PROPANOIC ACID C(C)(=O)C=1C=C(C=CC1)NC(=O)NC(C(=O)O)C